3-(6-(2-chlorobenzyloxy)naphthalen-2-yl)-1-(piperidin-4-ylmethyl)-1H-pyrazolo[3,4-d]pyrimidin-4-amine ClC1=C(COC=2C=C3C=CC(=CC3=CC2)C2=NN(C3=NC=NC(=C32)N)CC3CCNCC3)C=CC=C1